methyl 3-(4-(3-fluoro-2-(trifluoromethyl) phenyl) piperidin-1-carbonyl)-1,4,6,7-tetrahydro-5H-pyrazolo[4,3-c]pyridin-5-carboxylate FC=1C(=C(C=CC1)C1CCN(CC1)C(=O)C1=NNC2=C1CN(CC2)C(=O)OC)C(F)(F)F